((1S,6R,7S)-7-(5-methylisoxazol-3-yl)-3-(3-(pyrazolo[1,5-a]pyridin-4-yl)-1H-pyrazolo[3,4-b]pyrazin-6-yl)-3-azabicyclo[4.1.0]heptan-7-yl)methanamine CC1=CC(=NO1)[C@]1([C@@H]2CCN(C[C@H]12)C1=CN=C2C(=N1)NN=C2C=2C=1N(C=CC2)N=CC1)CN